OCN1C(N(C(C1(C)C)=O)CO)=O 1,3-bis-(hydroxymethyl)-5,5-dimethylimidazolidin-2,4-dione